[3,5-bis(propan-2-yl)pyridin-4-yl]-1-[2-(hydroxymethyl)-4-(methylsulfamoyl)benzenesulfonyl]urea CC(C)C=1C=NC=C(C1N(C(=O)N)S(=O)(=O)C1=C(C=C(C=C1)S(NC)(=O)=O)CO)C(C)C